tert-butyl-(S)-3-(4-(pyridin-2-yl)-1,2,3,4-tetrahydroquinoxaline-1-carboxamido)pyrrolidine C(C)(C)(C)N1C[C@H](CC1)NC(=O)N1CCN(C2=CC=CC=C12)C1=NC=CC=C1